C[Si](NC(C(CCl)(Cl)Cl)=O)(C)C N-(trimethylsilyl)-2,2,3-trichloropropionamide